C1(=CC=CC=C1)[C@H]1[C@@H](OC2(O1)CCCCC2)CCO 2-((2S,3S)-3-phenyl-1,4-dioxaspiro[4.5]decan-2-yl)ethanol